FC[C@H](C1=CC=CC=C1)NC1=NC(=NC=C1C=1OC(=NN1)C(C)(C)O)NC1=CC=C2C(=N1)C(NC2=O)C 2-((4-(((S)-2-fluoro-1-phenylethyl)amino)-5-(5-(2-hydroxypropan-2-yl)-1,3,4-oxadiazol-2-yl)pyrimidin-2-yl)amino)-7-methyl-6,7-dihydro-5H-pyrrolo[3,4-b]pyridin-5-one